5-((7-oxo-9-(trifluoromethyl)-7H-pyrimido[5',4':3,4]cyclopenta[1,2-c]quinolin-2-yl)amino)pyridinecarbonitrile O=C1C2=C(C3=C1C=NC1=CC=C(C=C31)NC=3C=CC(=NC3)C#N)C=NC(=N2)C(F)(F)F